4-methyl-5-(piperazine-1-carbonyl)picolinonitrile CC1=CC(=NC=C1C(=O)N1CCNCC1)C#N